((1-(6-chloro-4-isopropyl-2,7-naphthyridin-1-yl) azetidin-3-yl) methyl) phosphonate P(OCC1CN(C1)C1=NC=C(C2=CC(=NC=C12)Cl)C(C)C)([O-])=O